3-(6-((4-(4'-fluoro-3,4,5,6-tetrahydro-[1,1'-biphenyl]-2-carbonyl)piperazin-1-yl)methyl)-1-oxoisoindolin-2-yl)piperidine-2,6-dione FC1=CC=C(C=C1)C1=C(CCCC1)C(=O)N1CCN(CC1)CC1=CC=C2CN(C(C2=C1)=O)C1C(NC(CC1)=O)=O